C(C)(C)C1=NNC2=C1N=C(NC2=O)CC2=C(C=CC=C2)OCCN2CCOCC2 3-isopropyl-5-[2-(2-morpholin-4-yl-ethoxy)-benzyl]-1,6-dihydro-pyrazolo[4,3-d]pyrimidin-7-one